S1SS[C@@H](CC1)CCCCC(=O)O |r| 5-[(4RS)-1,2,3-trithian-4-yl]pentanoic acid